6-(4-amino-3-nitrophenyl)-5-methyl-4,5-dihydropyridazin-3(2H)-one NC1=C(C=C(C=C1)C=1C(CC(NN1)=O)C)[N+](=O)[O-]